C1(CC1)CN(C1=C(C=CCN1C)C=1NC2=CC=CC=C2C1)C 6-((cyclopropylmethyl)(methyl)amino)-5-(1H-indol-2-yl)-N-methylpyridine